C1(=CC=CC=C1)C=1SC=C(N1)C(=O)N1CCCCC1 1-[(2-phenyl-1,3-thiazol-4-yl)carbonyl]piperidin